NC(C(=O)O)CCCC(N)=N 2-amino-5-Carbamimidoylpentanoic acid